tert-butyl 4-((4-(3-(2,4-dioxotetrahydropyrimidin-1(2H)-yl)-4-methoxybenzoyl)-1,4-diazepan-1-yl)methyl)benzoate O=C1N(CCC(N1)=O)C=1C=C(C(=O)N2CCN(CCC2)CC2=CC=C(C(=O)OC(C)(C)C)C=C2)C=CC1OC